5-Chloro-2-[2-[3-(difluoromethyl)-5-isoxazolyl]-3-chlorophenoxy]pyrimidine ClC=1C=NC(=NC1)OC1=C(C(=CC=C1)Cl)C1=CC(=NO1)C(F)F